3-oxo-3-(4-phenoxyphenyl)propionic acid ethyl ester C(C)OC(CC(C1=CC=C(C=C1)OC1=CC=CC=C1)=O)=O